2-bromo-4H,5H,7H-pyrazolo[1,5-a]pyrazin-6-one BrC1=NN2C(CNC(C2)=O)=C1